N-(5-(pyridin-2-yl)-1,3,4-thiadiazol-2-yl)benzo[c]isoxazole N1=C(C=CC=C1)C1=NN=C(S1)N1OCC2=C1C=CC=C2